2-(((1R)-1-(2-cyano-7-methyl-3-(8-azatricyclo[4.3.0.02,5]nonan-8-yl)quinoxalin-5-yl)ethyl)amino)benzoic acid C(#N)C1=NC2=CC(=CC(=C2N=C1N1CC2C3CCC3C2C1)[C@@H](C)NC1=C(C(=O)O)C=CC=C1)C